CC(COC(C=C)=O)CCC.OC1(C[C@@H]2[C@@H](CN(C2)CC(O)C2=CC=CC=N2)C1)CC1=CC=C(C=C1)C(F)(F)F rac-6-{2-[(3aR,5R,6aS)-5-hydroxy-5-{[4-(trifluoromethyl)phenyl]methyl}-octahydrocyclopenta[c]pyrrol-2-yl]-1-hydroxyethyl}pyridin 2-methyl-pentyl-acrylate